4-(4-propenoyl-3-(cyanomethyl)piperazin-1-yl)-7-(2-amino-6-fluorophenyl)-6-fluoro-1-(2-isopropyl-4-methylpyridin-3-yl)-2-oxo-1,2-dihydro-1,8-naphthyridine-3-carbonitrile C(C=C)(=O)N1C(CN(CC1)C1=C(C(N(C2=NC(=C(C=C12)F)C1=C(C=CC=C1F)N)C=1C(=NC=CC1C)C(C)C)=O)C#N)CC#N